FC=1C=C(C=CC1N1CCC(CC1)CN1CCNCC1)NC1C(NC(CC1)=O)=O 3-((3-fluoro-4-(4-(piperazin-1-ylmethyl)piperidin-1-yl)phenyl)amino)piperidine-2,6-dione